C(C)(C)[C@@H]1N(C(OC1)=O)C(\C=C\C1=C(C=CC=C1)C(F)(F)F)=O (S,E)-4-isopropyl-3-(3-(2-(trifluoromethyl)phenyl)acryloyl)oxazolidin-2-one